C1(CCCCC1)[C@H]1NC([C@H]2CCCN2C(COC2=CC=CC([C@H](OC([C@@H]3CCCCN3C1=O)=O)CCC1=CC(=C(C=C1)OC)OC)=C2)=O)=O (9R,12R,19S,22R)-12-cyclohexyl-22-[2-(3,4-dimethoxyphenyl)ethyl]-2,21-dioxa-5,11,14-triazatetracyclo[21.3.1.05,9.014,19]heptacosa-1(26),23(27),24-triene-4,10,13,20-tetrone